C(#N)C=1C=C(C=CC1F)NC(=O)N1CC=2C(=NN3C2C=2C(C[C@@H](C3)COCC(F)F)=CON2)CC1 |o1:22| (5S*)-N-(3-Cyano-4-fluorophenyl)-5-((2,2-difluoroethoxy)methyl)-5,6,9,10-tetrahydro-4H-isoxazolo[3,4-c]pyrido[4',3':3,4]pyrazolo[1,5-a]azepine-11(12H)-carboxamide